OC1(CCC(CC1)CCOC=1C=C2C(=CNC2=CC1)NC(C)=O)C(F)(F)F N-(5-(2-(cis-4-hydroxy-4-(trifluoromethyl)cyclohexyl)ethoxy)-1H-indol-3-yl)acetamide